C(C1=CC=CC=C1)OC1=NC(=CC=C1C1=CC=C(C=C1)N1CCC(CC1)C1CCC2(OCCO2)CC1)OCC1=CC=CC=C1 2,6-dibenzyloxy-3-[4-[4-(1,4-dioxaspiro[4.5]dec-8-yl)-1-piperidinyl]phenyl]pyridine